benzo[b]thiophene-2-carboxamide S1C2=C(C=C1C(=O)N)C=CC=C2